CNC(=O)C1(OC2=C(C1)C=C(C(=C2)N2CCOCC2)[N+](=O)[O-])C N,2-Dimethyl-6-morpholino-5-nitro-2,3-dihydrobenzofuran-2-carboxamide